CC=1C=C(C=NC1N1CCOCC1)C1=CC2=C(N=C3COCC(N32)C3=CC=CC=C3)C=C1 7-(5-methyl-6-morpholinopyridin-3-yl)-4-phenyl-3,4-dihydro-1H-benzo[4,5]imidazo[2,1-c][1,4]oxazine